1-[(2S,4R)-2-[4-(6-bromo-3,4-dihydro-1H-isoquinoline-2-carbonyl)-1H-imidazol-2-yl]-4-hydroxy-pyrrolidin-1-yl]-2-(3-methoxyisoxazol-5-yl)-3-methyl-butan-1-one BrC=1C=C2CCN(CC2=CC1)C(=O)C=1N=C(NC1)[C@H]1N(C[C@@H](C1)O)C(C(C(C)C)C1=CC(=NO1)OC)=O